N-[(4-methoxyphenyl)methyl]-N-methyl-3-(1-methylimidazol-4-yl)-4-[[5-(trifluoromethyl)-2-pyridinyl]amino]benzenesulfonamide COC1=CC=C(C=C1)CN(S(=O)(=O)C1=CC(=C(C=C1)NC1=NC=C(C=C1)C(F)(F)F)C=1N=CN(C1)C)C